FC1=C(C=C(C=C1)OC=1C(=C2C=CNC2=C(C1F)F)F)C=1NC(=CN1)C1(OCC(CO1)(C)C)C=1C=C(C=CC1)CCC(=O)O 3-(3-(2-(2-(2-Fluoro-5-((4,6,7-trifluoro-1H-indol-5-yl)oxy)phenyl)-1H-imidazol-5-yl)-5,5-dimethyl-1,3-dioxan-2-yl)phenyl)propanoic acid